6-(1-aminoethyl)quinolin-8-amine NC(C)C=1C=C2C=CC=NC2=C(C1)N